C(C1=CC=CC=C1)OC(CC([C@H](CC(C)C)NC(=O)OC(C)(C)C)=O)=O.ClC(C(OC)(OC)OC)Cl 2,2-dichloro-1,1,1-trimethoxyethane Benzyl-(4S)-4-{[(tert-butoxy)carbonyl]amino}-6-methyl-3-oxoheptanoate